C(C)(C)(C)C1=CC=C(C=C1)C1=CC(=NC=C1)C=C1C(NC(S1)=O)=O 5-((4-(4-(tert-Butyl)phenyl)pyridin-2-yl)methylene)thiazolidine-2,4-dione